C(OC(C)(C)C)(=O)OOC(C)C tert-butyl O-isopropyl monoperoxycarbonate